2-(((S)-3-(5-chloro-2-fluorophenyl)-3-(4-isopropylpiperazin-1-yl)propyl)-(methyl)amino)-2-(3-methyl-2-((1r,4S)-4-(2,2,2-trifluoroethoxy)cyclohexyl)phenyl)acetic acid ClC=1C=CC(=C(C1)[C@H](CCN(C(C(=O)O)C1=C(C(=CC=C1)C)C1CCC(CC1)OCC(F)(F)F)C)N1CCN(CC1)C(C)C)F